N-[[1-[1-(2,6-dioxo-3-piperidyl)-3-methyl-2-oxo-benzimidazol-5-yl]-4-piperidyl]methyl]-5-fluoro-7-hydroxy-6-(1,1,4-trioxo-1,2,5-thiadiazolidin-2-yl)naphthalene-2-carboxamide O=C1NC(CCC1N1C(N(C2=C1C=CC(=C2)N2CCC(CC2)CNC(=O)C2=CC1=CC(=C(C(=C1C=C2)F)N2S(NC(C2)=O)(=O)=O)O)C)=O)=O